5-(5-fluoro-2-((5-(4-methylpiperazin-1-yl)pyridin-2-yl)amino)pyrimidin-4-yl)-N,N,4-trimethylthiazol-2-amine FC=1C(=NC(=NC1)NC1=NC=C(C=C1)N1CCN(CC1)C)C1=C(N=C(S1)N(C)C)C